1-(3,4-dihydro-6-hydroxy-1(2h)-quinolinyl)-1-propanone OC=1C=C2CCCN(C2=CC1)C(CC)=O